C(C)(=O)OC1=C(C(=CC(=C1)CCCCC)OC(C)=O)[C@@H]1C=C(CC[C@H]1C(=C)CF)C 3-(acetoxy)-2-[(1R,6R)-6-(3-fluoroprop-1-en-2-yl)-3-methylcyclohex-2-en-1-yl]-5-pentylphenyl acetate